N1(CCNCC1)C=1SC2=C(N1)C=C(C=C2)N2C(NC(CC2)=O)=O 1-(2-(Piperazin-1-yl)benzo[d]thiazol-5-yl)dihydropyrimidine-2,4(1H,3H)-dione